C1(=CC=CC=2OC3=C(C21)C=CC=C3)C3=CC=C(C=C3)NC3=CC=CC=2C(C1=CC=CC=C1C32)(C3=CC=CC=C3)C3=CC=CC=C3 N-[4-(1-dibenzofuranyl)phenyl]-9,9-diphenyl-9H-fluorene-4-amine